(R)-ethyl-4-(4-((2-aminopropyl)sulfonyl)-3-sulfamoyl-2-(2H-tetrazol-5-yl)phenyl)-1H-benzo[d]imidazole-2-carboxylate C(C)OC(=O)C1=NC2=C(N1)C=CC=C2C2=C(C(=C(C=C2)S(=O)(=O)C[C@@H](C)N)S(N)(=O)=O)C=2N=NNN2